Cl.COC1CNCC1 3-methoxypyrrolidine hydrochloride